C(C)C1(C(C2=CC=C(C=C2C1)C1=CC=C(C=C1)CC(C)C)NC(O[C@@H]1CN2CCC1CC2)=O)CC (S)-quinuclidin-3-yl (2,2-diethyl-5-(4-isobutylphenyl)-2,3-dihydro-1H-inden-1-yl)carbamate